1-(11Z,14Z-eicosadienoyl)-2-(9Z,12Z-heptadecadienoyl)-glycero-3-phospho-(1'-sn-glycerol) CCCCC/C=C\C/C=C\CCCCCCCCCC(=O)OC[C@H](COP(=O)(O)OC[C@H](CO)O)OC(=O)CCCCCCC/C=C\C/C=C\CCCC